((4-((4-(5-(4-nitrophenyl)-1,3,4-oxadiazol-2-yl) phenyl)diazenyl)phenyl)azanediyl)bis(ethane-2,1-diyl) diacetate C(C)(=O)OCCN(CCOC(C)=O)C1=CC=C(C=C1)N=NC1=CC=C(C=C1)C=1OC(=NN1)C1=CC=C(C=C1)[N+](=O)[O-]